C(C1=CC=CC=C1)NC(=O)N1CCNCC1 N-Benzylpiperazine-1-carboxamide